(4-Bromophenyl)pyridine BrC1=CC=C(C=C1)C1=NC=CC=C1